C1(CCCC(=O)OC2=CC=C(C=C2)O1)=O p-PHENYLENE GLUTARATE